N-butyl-benzenesulfonic acid amide C(CCC)NS(=O)(=O)C1=CC=CC=C1